NC1=NC=NC=2N(C3=C(C=C(C=C3C21)C(=O)OC)C)CC(=O)N2[C@@H]1C[C@@]1(C[C@H]2C(NC2=NC(=CC=C2)Br)=O)C methyl 4-amino-9-(2-((1R,3S,5R)-3-((6-bromopyridin-2-yl)carbamoyl)-5-methyl-2-azabicyclo[3.1.0]hexan-2-yl)-2-oxoethyl)-8-methyl-9H-pyrimido[4,5-b]indole-6-carboxylate